tert-butyl (S)-4-(3-chloro-2-(2-fluorophenyl)-7-(methoxymethyl)-1,6-naphthyridin-5-yl)-3-methylpiperazine-1-carboxylate ClC=1C(=NC2=CC(=NC(=C2C1)N1[C@H](CN(CC1)C(=O)OC(C)(C)C)C)COC)C1=C(C=CC=C1)F